Mono-isononyl maleate C(\C=C/C(=O)[O-])(=O)OCCCCCCC(C)C